(2'-(4,5-Dimethyl-1H-imidazol-2-yl)-3,4'-bipyridin-5-yl)(4-methylpiperazin-1-yl)methanon CC=1N=C(NC1C)C1=NC=CC(=C1)C=1C=NC=C(C1)C(=O)N1CCN(CC1)C